C(CCCCCC)C1C(N(CCC1N1CCCCC1)C(=O)N)(C)C heptyl-2,2-dimethyl-4-(1-piperidinyl)piperidine-1-carboxamide